C(C)(=O)[O-].[Co+2].C(C)(=O)[O-] cobalt (acetate)